C(CCCCCCCCCCCCCCCCC)(=O)O[C@@H]1[C@@](O[C@H](C1)N1C2=NC(=NC(=C2N=C1)N)F)(C#C)CO[P@](=O)(OC1=CC=CC=C1)N[C@H](C(=O)OCC(CC)CC)CC1=CC=CC=C1 (2R,3S,5R)-5-(6-Amino-2-fluoro-9H-purin-9-yl)-2-((((S)-(((S)-1-(2-ethylbutoxy)-1-oxo-3-phenylpropan-2-yl)amino)(phenoxy)phosphoryl)oxy) methyl)-2-ethynyltetrahydrofuran-3-yl stearate